NCC=1C=C(C=CC1)C=1C=C(C2=C(C=CO2)C1)NCC(C)C 5-(3-(aminomethyl)phenyl)-7-(isobutylamino)benzofuran